4-(pyrrolidin-1-yl)benzaldehyde N1(CCCC1)C1=CC=C(C=O)C=C1